N-(2-((5-(5-(difluoromethyl)-1,3,4-oxadiazol-2-yl)pyrimidin-2-yl)amino)-2-(4-(trifluoromethoxy)phenyl)ethyl)-N-(2,2,2-trifluoroethyl)ethanesulfonamide FC(C1=NN=C(O1)C=1C=NC(=NC1)NC(CN(S(=O)(=O)CC)CC(F)(F)F)C1=CC=C(C=C1)OC(F)(F)F)F